FC1=CC=CC2=C1N(C(=N2)C2=NON=C2C)CC=2C=NC(=CC2)S(=O)(=O)C 3-(7-fluoro-1-((6-(methylsulfonyl)pyridin-3-yl)methyl)-benzoimidazol-2-yl)-4-methyl-1,2,5-oxadiazole